(3R,4S)-4-fluoro-1-(1-((5-fluoropyrimidin-2-yl)methyl)-5-(trifluoromethyl)-1H-benzo[d]imidazol-2-yl)piperidin-3-amine F[C@@H]1[C@@H](CN(CC1)C1=NC2=C(N1CC1=NC=C(C=N1)F)C=CC(=C2)C(F)(F)F)N